FC=1C=C(C=C(C1C=1C=C2C(=CN1)NN=C2C=2C=NN(C2)C)F)CCNC 2-(3,5-Difluoro-4-(3-(1-methyl-1H-pyrazol-4-yl)-1H-pyrazolo[3,4-c]pyridin-5-yl)phenyl)-N-methylethanamine